C(#C)C1=C(C=CC=C1)NS(=O)(=O)C1=CC=C(C=C1)OC N-(2-ethynylphenyl)-4-methoxybenzenesulfonamide